ClC=1C(=C(OC2=C(N=C(N=N2)C)C2=NOCC(N2)CC2=CC(=C(C=C2)C)C)C=CC1)F 3-[6-(3-chloro-2-fluorophenoxy)-3-methyl-1,2,4-triazin-5-yl]-5-(3,4-dimethylbenzyl)-5,6-dihydro-4H-1,2,4-oxadiazine